2-(2,4-dioxotetrahydropyrimidin-1(2H)-yl)-5-((((1r,3s,5R,7S)-3-hydroxyadamantan-1-yl)amino)methyl)isoindoline-1,3-dione O=C1N(CCC(N1)=O)N1C(C2=CC=C(C=C2C1=O)CNC12CC3(C[C@H](C[C@@H](C1)C3)C2)O)=O